6-[l-2-ethoxyethenyl]-N-{[4-(1-methyl-1H-pyrazol-4-yl)phenyl]methyl}pyrimidin-4-amine C(C)OC=CC1=CC(=NC=N1)NCC1=CC=C(C=C1)C=1C=NN(C1)C